Cl.N[C@@H](CO)C(F)F (S)-2-amino-3,3-difluoropropan-1-ol hydrochloride